FC1=CC2=C(N(C=N2)C2=CC=C(C=C2)C=2CCN(CC2)S(=O)(=O)C)C(=C1O)F 5,7-difluoro-1-(4-(1-(methylsulfonyl)-1,2,3,6-tetrahydropyridin-4-yl)phenyl)-1H-benzo[d]imidazol-6-ol